4-[(4,4-difluorocyclohexyl)methyl]-3-(1,2,3,4-tetrahydroisoquinolin-2-ylmethyl)-4,5-dihydro-1,2,4-oxadiazol-5-one FC1(CCC(CC1)CN1C(=NOC1=O)CN1CC2=CC=CC=C2CC1)F